O=C1N(CC2=CC(=CC=C12)O[C@H]1[C@H](CCCC1)N1CC(C1)C1=NC=CC=C1)C1C(NC(CC1)=O)=O 3-(1-oxo-5-(((1R,2S)-2-(3-(pyridin-2-yl)azetidin-1-yl)-cyclohexyl)oxy)isoindolin-2-yl)piperidine-2,6-dione